[4-amino-2-[3-(trifluoromethyl)pyrrolidin-1-yl]phenyl]-(1,1-dioxo-1,4-thiazinanyl)methanone NC1=CC(=C(C=C1)C(=O)C1S(CCNC1)(=O)=O)N1CC(CC1)C(F)(F)F